FC(CN1C(CN(CC1)C(=O)OC(C)(C)C)C(=O)OC)(F)F 1-(tert-butyl) 3-methyl 4-(2,2,2-trifluoroethyl)piperazine-1,3-dicarboxylate